2-(((R)-3-((3-((5-chloropyridin-2-yl)methoxy)phenyl)amino)pyrrolidin-1-yl)methyl)-1-(((S)-oxetan-2-yl)methyl)-1H-benzo[d]imidazole-6-carboxylic acid ClC=1C=CC(=NC1)COC=1C=C(C=CC1)N[C@H]1CN(CC1)CC1=NC2=C(N1C[C@H]1OCC1)C=C(C=C2)C(=O)O